beta-methyl-1,4-naphthoquinone CC=1C(C2=CC=CC=C2C(C1)=O)=O